ethoxyisoxazole-5-carboxamide C(C)OC1=NOC(=C1)C(=O)N